tetrazepane C1CNNNNC1